CC1=NC2=C(N1)C=C(C=C2)C2=C(C(=C(C(=C2F)F)C2=CC(=CC=C2)CN2C[C@@H](CC2)O)F)F (R)-2-Methyl-6-(2,3,5,6-Tetrafluoro-3'-((3-HydroxyAzolidin-1-yl)Methyl)-[1,1'-Biphenyl]-4-yl)-1H-benzo[d]Imidazol